C(CCC)OC(C=C)=O.C=C ethylene n-butyl-acrylate